CC(=O)N[C@@H]1[C@H]([C@@H]([C@H](O[C@@H]1O)CO)O[C@@H]2[C@H]([C@H]([C@@H]([C@H](O2)CO)O)O)O)O The molecule is an amino disaccharide consisting of alpha-D-mannopyranose and 2-acetamido-2-deoxy-alpha-D-glucopyranose residues joined in sequence by a (1->4) glycosidic bond. It is a member of acetamides, an amino disaccharide and a glycosylglucose derivative. It derives from an alpha-D-mannose and a N-acetyl-alpha-D-glucosamine.